C[Si](CCCCCC[Si](C1=CC=CC=C1)(N(C)C)N(C)C)(OCC)C 1-dimethylethoxysilyl-6-bis(dimethylamino)phenylsilylhexane